2-[6-amino-5-[8-[2-[3-(3-azabicyclo[3.1.0]hexan-3-yl)prop-1-ynyl]-4-pyridyl]-3,8-diazabicyclo[3.2.1]octan-3-yl]pyridazin-3-yl]phenol NC1=C(C=C(N=N1)C1=C(C=CC=C1)O)N1CC2CCC(C1)N2C2=CC(=NC=C2)C#CCN2CC1CC1C2